tert-butyl (R)-3-(4-(5-(trifluoromethyl)pyrimidin-2-yl)piperazine-1-carbonyl)piperidine-1-carboxylate FC(C=1C=NC(=NC1)N1CCN(CC1)C(=O)[C@H]1CN(CCC1)C(=O)OC(C)(C)C)(F)F